N-[2-amino-5-(4-fluorophenyl)phenyl]-4-[(2-methoxypyrimidin-5-yl)sulfonimidoyl]benzamide NC1=C(C=C(C=C1)C1=CC=C(C=C1)F)NC(C1=CC=C(C=C1)S(=O)(=N)C=1C=NC(=NC1)OC)=O